C1(=CC(=C(C=C1)O)O)C1=CC=CC=C1 biphenyl-3,4-diol